NC=1N=NC(=CC1N1CC2CCC(C1)N2C=2C=CC(=NC2)OCC2CCN(CC2)C(=O)OC(C)(C)C)C2=C(C=CC=C2)OCOC tert-butyl 4-(((5-(3-(3-amino-6-(2-(methoxymethoxy)phenyl)pyridazin-4-yl)-3,8-diazabicyclo[3.2.1]octan-8-yl)pyridin-2-yl)oxy)methyl)piperidine-1-carboxylate